FC12CC(C1)(C2)NC(=O)C=2C=CC(=NC2)C=2N=NN(C2NC(OCCC=2C(=NC=CC2)F)=O)C 2-fluoropyridin-3-ylethyl (4-(5-((3-fluorobicyclo[1.1.1]-pentan-1-yl)carbamoyl)-pyridin-2-yl)-1-methyl-1H-1,2,3-triazol-5-yl)-carbamate